Ethyl (2S)-3-[5-[bis(2-chloroethyl)amino]-1-methyl-benzimidazol-2-yl]-2-[[(2S)-2-(tert-butoxycarbonylamino)-3-methyl-butanoyl]amino]propanoate ClCCN(C1=CC2=C(N(C(=N2)C[C@@H](C(=O)OCC)NC([C@H](C(C)C)NC(=O)OC(C)(C)C)=O)C)C=C1)CCCl